xylyl bromide CC1=CC(=C(C=C1)C)Br